NC=1N=NC(=CC1C1=NC=CC(=C1F)C=1CCN(CC1)C(=O)OC(C)(C)C)C1=C(C=CC=C1)OCOC tert-butyl 2'-(3-amino-6-(2-(methoxymethoxy)phenyl)pyridazin-4-yl)-3'-fluoro-3,6-dihydro-[4,4'-bipyridine]-1(2H)-carboxylate